hex-ylcinnamaldehyde C(CCCCC)C(C=O)=CC1=CC=CC=C1